(2-(3-bromo-1-(3-chloropyridin-2-yl)-1H-pyrazole-5-carboxamido)-5-chloro-3-methylbenzoyl)tyrosine BrC1=NN(C(=C1)C(=O)NC1=C(C(=O)N[C@@H](CC2=CC=C(C=C2)O)C(=O)O)C=C(C=C1C)Cl)C1=NC=CC=C1Cl